FC1(CCN(CC1)C1=NC=C(C(=N1)N)OC)F 2-(4,4-difluoropiperidin-1-yl)-5-methoxypyrimidin-4-amine